1-(4-amino-2-chlorophenyl)-4-methyl-1H-tetrazol-5(4H)-one NC1=CC(=C(C=C1)N1N=NN(C1=O)C)Cl